FC(OC1=C(C=C(C=C1)SC1CCOCC1)N1N=C(C=2C=NC(=CC21)C=2C=NN1C2N=CC=C1)C)F 1-(2-(Difluoromethoxy)-5-((tetrahydro-2H-pyran-4-yl)thio)phenyl)-3-methyl-6-(pyrazolo[1,5-a]pyrimidin-3-yl)-1H-pyrazolo[4,3-c]pyridine